FC1(CCC(CC1)[C@@H](C(=O)NC1=NC=CC(=C1)CO)NC(OC(C)(C)C)=O)F tert-butyl (S)-(1-(4,4-difluorocyclohexyl)-2-((4-(hydroxymethyl)-pyridin-2-yl)amino)-2-oxoethyl)carbamate